C12OCC(N(C1)C1=C(C=C(N)C=C1)F)CC2 4-(2-oxa-5-azabicyclo[2.2.2]octan-5-yl)-3-fluoroaniline